BrC=1C=C(C=CC1)NC(=O)C=1SC=C(N1)C=1C(=NN(C1)C)C(F)F N-(3-bromophenyl)-4-(3-(difluoromethyl)-1-methyl-1H-pyrazol-4-yl)thiazole-2-carboxamide